(S)-1-(3-((5-(2-fluorobenzoyl)-2-((4-(4-methylpiperazin-1-yl)phenyl)amino)-7H-Pyrrolo[2,3-d]pyrimidin-4-yl)amino)pyrrolidin-1-yl)prop-2-en-1-one FC1=C(C(=O)C2=CNC=3N=C(N=C(C32)N[C@@H]3CN(CC3)C(C=C)=O)NC3=CC=C(C=C3)N3CCN(CC3)C)C=CC=C1